bistriazinylaminostilbenedisulfonic acid N1=NN=C(C=C1)NC(=C(C1=C(C(=CC=C1)S(=O)(=O)O)S(=O)(=O)O)NC1=NN=NC=C1)C1=CC=CC=C1